(S)-N-{(S)-1-[2-(6-Bromobenzo[d]isoxazol-3-yl)phenyl]-2-(5-cyanopyridine-2-yl)ethyl}-2-methylpropane-2-sulfinamide BrC1=CC2=C(C(=NO2)C2=C(C=CC=C2)[C@H](CC2=NC=C(C=C2)C#N)N[S@@](=O)C(C)(C)C)C=C1